N1N=NC=2CN(CCC21)C(CN2CCN(CC2)C=2C=NC(=NC2)NCC2=CC(=CC=C2)OC(F)(F)F)=O 1-{1H,4H,5H,6H,7H-[1,2,3]triazolo[4,5-c]pyridin-5-yl}-2-{4-[2-({[3-(trifluoromethoxy)phenyl]methyl}amino)pyrimidin-5-yl]piperazin-1-yl}ethan-1-one